COC(=O)C1=C(C2=C(OCO2)C(=C1)OS(=O)(=O)C(F)(F)F)[N+](=O)[O-] 4-nitro-7-(trifluoromethyl-sulfonyloxy)benzo[d][1,3]Dioxolane-5-carboxylic acid methyl ester